CC=1C=C2C=NN(C2=CC1C1C[C@@H]2[C@@H](CNC2)C1)C=1C=NN(C1)C 5-methyl-1-(1-methyl-1H-pyrazol-4-yl)-6-((3aR,5r,6aS)-octahydrocyclopenta[c]pyrrol-5-yl)-1H-indazole